CC1CN(CCN1)C(C)=O 1-(3-methylpiperazin-1-yl)ethan-1-one